FC(/C(/OC1O[C@@H](CC[C@H]1N=[N+]=[N-])[C@@H](C)N(C(=O)OCC1=CC=CC=C1)CC1=CC=CC=C1)=N\C1=CC=CC=C1)(F)F (3R,6S)-3-Azido-6-((R)-1-(Benzyl((Benzyloxy) Carbonyl)Amino)Ethyl)Tetrahydro-2H-Pyran-2-Yl (E)-2,2,2-Trifluoro-N-Phenylacetimidate